1-(5-methylimidazo[1,5-a]pyridin-3-yl)propan-2-amine CC1=CC=CC=2N1C(=NC2)CC(C)N